tert-butyl N-(2-formylthiophen-3-yl)carbamate C(=O)C=1SC=CC1NC(OC(C)(C)C)=O